CN(C)C(=O)C1=CC=C(C=C1)C=O 4-formyl-N,N-dimethylbenzamide